1-(5-methyloxazol-2-yl)-4-(tetrahydro-2H-pyran-4-yl)butan-2-one CC1=CN=C(O1)CC(CCC1CCOCC1)=O